ClC=1C=CC=C2C=NN(C12)CC12CC(C1)(C2)C(=O)N2N=CCC2C2=CC(=CC(=C2)F)F (3-((7-chloro-1H-indazol-1-yl)methyl)bicyclo[1.1.1]-pentan-1-yl)(5-(3,5-difluoro-phenyl)-4,5-dihydro-1H-pyrazol-1-yl)methanone